magnesium trioxide diacetate C(C)(=O)O.C(C)(=O)O.[O-]O[O-].[Mg+2]